5,5-difluoro-1-methylpiperidin-3-ol FC1(CC(CN(C1)C)O)F